tert-butyl(2-amino-5-((2-(dimethylamino)ethyl)(methyl)amino) phenyl)carbamate C(C)(C)(C)OC(NC1=C(C=CC(=C1)N(C)CCN(C)C)N)=O